ClC=1C(=NC(=NC1)NCCN(C)C)N1CC(C1)C(=O)NCC1=C(C=C(C=C1)F)F 1-(5-chloro-2-{[2-(dimethylamino)ethyl]amino}pyrimidin-4-yl)-N-[(2,4-difluorophenyl)methyl]azetidine-3-carboxamide